[Ag].[In].[Pb] lead-indium-silver